2-acrylamido-N-(3-(3,5-dimethoxyphenethyl)-1H-pyrazol-5-yl)-4-(3,3,3-trifluoropropoxy)benzamide C(C=C)(=O)NC1=C(C(=O)NC2=CC(=NN2)CCC2=CC(=CC(=C2)OC)OC)C=CC(=C1)OCCC(F)(F)F